antimony pentaethoxide [O-]CC.[O-]CC.[O-]CC.[O-]CC.[O-]CC.[Sb+5]